7-(1-(Tert-Butoxycarbonyl)piperidin-4-yl)-1-(cyclopropylmethyl)-1H-indole-2-carboxylic acid ethyl ester C(C)OC(=O)C=1N(C2=C(C=CC=C2C1)C1CCN(CC1)C(=O)OC(C)(C)C)CC1CC1